O1[C@@H]2[C@H](NC(C1)=O)CNCC2 cis-4a,5,6,7,8,8a-Hexahydro-4H-pyrido[4,3-b][1,4]oxazin-3-one